ClC=1C(=CC=2C3=C(C=NC2C1)CN([C@H]3C)C(CO)=O)CO (S)-1-(7-chloro-8-(hydroxymethyl)-1-methyl-1,3-dihydro-2H-pyrrolo[3,4-c]quinolin-2-yl)-2-hydroxyethan-1-one